(3S)-3-amino-N-benzyl-2-hydroxy-4-(1H-pyrazol-3-yl)butanamide hydrochloride Cl.N[C@H](C(C(=O)NCC1=CC=CC=C1)O)CC1=NNC=C1